FC=1C=C2C(C(=CN(C2=NC1N1CC(C1)C(NC1=NC=CC=C1)=O)C1=NC=NS1)C(=O)O)=O 6-fluoro-4-oxo-7-{3-[(pyridin-2-yl)carbamoyl]azetidin-1-yl}-1-(1,2,4-thiadiazol-5-yl)-1,4-dihydro-1,8-naphthyridine-3-carboxylic acid